tert-butyl 4-(2-(1-(trans-3-(aminomethyl) cyclobutyl)-3-cyclopropyl-1H-pyrazol-4-yl) phenyl)-3,6-dihydropyridine-1(2H)-carboxylate NC[C@@H]1C[C@H](C1)N1N=C(C(=C1)C1=C(C=CC=C1)C=1CCN(CC1)C(=O)OC(C)(C)C)C1CC1